N(=O)N1CCC(CC1)C1CC2(C1)CCN(CC2)C2=CC=C(C=C2)C2C(NC(CC2)=O)=O 3-(4-(2-(1-nitrosopiperidin-4-yl)-7-azaspiro[3.5]nonan-7-yl)phenyl)piperidine-2,6-dione